N[C@@H]1COCC[C@H]1C1=C(C2=NC(=CC(=C2S1)NCC=1SC=CC1)Cl)C=C 2-((3s,4r)-3-aminotetrahydro-2H-pyran-4-yl)-5-chloro-N-(thiophen-2-ylmethyl)-3-vinylthieno[3,2-b]pyridin-7-amine